C(#N)C=1C=CC(=NC1)OC1=C(C=C(C=C1)NC(=O)NC(=O)C1CC(C1)OC)C N-((4-((5-cyanopyridin-2-yl)oxy)-3-methylphenyl)carbamoyl)-3-methoxycyclobutane-1-carboxamide